2-ethyl-1,2-dimethylethylene C(C)C(=CC)C